methyl 5-ethynyl-4-methylpyridine-2-carboxylate C(#C)C=1C(=CC(=NC1)C(=O)OC)C